N1CCC(CC1)C(=O)N1CCC(CC1)C1=CC=C(NC2C(NC(CC2)=O)=O)C=C1 3-[4-[1-(piperidine-4-carbonyl)-4-piperidyl]anilino]piperidine-2,6-dione